CC1=[N+](C=CC=C1)[BH3-] (2-methylpyridin-1-ium-1-yl)boranuide